FC1=C(C(N)=S)C=C(C=C1)OC=1C(=C2C=CNC2=CC1F)CO 2-fluoro-5-((6-fluoro-4-(hydroxymethyl)-1H-indol-5-yl)oxy)-benzothioamide